O1CCC(=CC1)CC(C)=O 1-(3,6-dihydro-2H-pyran-4-yl)propan-2-one